CC=1NC(=O)C2=CC=CC=C2C1 3-methylisocarbostyril